2-(2-(5-(4-methoxybenzyl)-4-oxo-3-(trifluoromethyl)-4,5-dihydro-1H-pyrazolo[3,4-d]pyridazin-1-yl)propoxy)-N-(1-(5-(trifluoromethyl)pyrimidin-2-yl)piperidin-4-yl)acetamide COC1=CC=C(CN2N=CC3=C(C2=O)C(=NN3C(COCC(=O)NC3CCN(CC3)C3=NC=C(C=N3)C(F)(F)F)C)C(F)(F)F)C=C1